(Z)-5-((1H-pyrrolo[2,3-c]pyridin-3-yl)methylene)-3-methyl-2-thioxothiazolidin-4-one N1C=C(C=2C1=CN=CC2)\C=C/2\C(N(C(S2)=S)C)=O